5-azaspiro[3.4]oct-7-en-6-one C1CCC12NC(C=C2)=O